C(C1=CC=CC=C1)(=O)SCC(SCCSC(C1=CC=CC=C1)=O)CSCCSC(C1=CC=CC=C1)=O 4-benzoylthiomethyl-1,8-dibenzoylthio-3,6-dithiaoctane